C(C1=CC=CC=C1)C1N(CC2=CC=CC=C2C1)C1CCCCC1 3-benzyl-2-cyclohexyl-3,4-dihydroisoquinoline